[OH-].[Al+3].C(C)(C)(C)C1=CC=C(C(=O)O)C=C1.C(C)(C)(C)C1=CC=C(C(=O)O)C=C1.[OH-].[OH-] bis[4-t-butylbenzoic acid] aluminum hydroxide